3-({[(1S)-5-[(4-cyclopropylphenyl)(methyl)amino]-2,3-dihydro-1H-inden-1-yl]methyl}amino)pyridine-4-carboxylic acid C1(CC1)C1=CC=C(C=C1)N(C=1C=C2CC[C@@H](C2=CC1)CNC=1C=NC=CC1C(=O)O)C